4-(trifluoromethylsulfonyl)benzaldehyde FC(S(=O)(=O)C1=CC=C(C=O)C=C1)(F)F